2-(3-Chloropropyl)-3-azabicyclo[3.1.0]hexane-2-carboxylic acid methyl ester COC(=O)C1(C2CC2CN1)CCCCl